(S)-1-ethyl-6-((4-((2-hydroxy-1-phenylethyl)amino)-5-(3-(quinuclidin-4-yl)-1,2,4-oxadiazol-5-yl)pyridin-2-yl)amino)-1,2-dihydro-3H-indazol-3-one C(C)N1NC(C2=CC=C(C=C12)NC1=NC=C(C(=C1)N[C@H](CO)C1=CC=CC=C1)C1=NC(=NO1)C12CCN(CC1)CC2)=O